Cl.FC(C1=C(CC2(CCNCC2)C#N)C=CC=C1)(F)F 4-(2-(trifluoromethyl)benzyl)piperidine-4-carbonitrile hydrochloride